(S)-5-(2-Amino-3-((2,6-dichloropyridin-4-yl)methoxy)-3-oxopropyl)picolinic acid hydrochloride Cl.N[C@@H](CC=1C=CC(=NC1)C(=O)O)C(=O)OCC1=CC(=NC(=C1)Cl)Cl